Cl.NC(C(=O)N1CCN(CC1)C(=O)NC1=NC(N(C=C1)C1=CC=C(C=C1)CNC1CC(CC(C1)N)N)=O)(C)C cis-4-(2-Amino-2-methylpropanoyl)-N-(1-(4-(((3,5-diaminocyclohexyl)amino)methyl)phenyl)-2-oxo-1,2-dihydropyrimidin-4-yl)piperazine-1-carboxamide hydrochloride salt